3,3'-dimethoxy-[1,1'-biphenyl] COC=1C=C(C=CC1)C1=CC(=CC=C1)OC